CC=1C=C(C=CC1C=1C=NC=NC1)C1=NNC(OC1)=O 5-[3-methyl-4-(pyrimidin-5-yl)phenyl]-3,6-dihydro-2H-1,3,4-oxadiazin-2-one